Benzoporphin copper (I) [Cu+].C12=CC=C(N1)C=C1C=CC(=N1)C=C1C=CC(N1)=CC=1C3=C(C(N1)=C2)C=CC=C3